OC=1C=C(OC2CN(C2)C(CCC(C#N)(C2=CC=CC=C2)C2=CC=CC=C2)(C)C)C=CC1 5-[3-(3-hydroxyphenoxy)azetidin-1-yl]-5-methyl-2,2-diphenyl-hexanenitrile